ClC1=C(C(=O)C2C(CCCC2=O)=O)C=CC(=C1CN1C(OC(=N1)C)=O)S(=O)(=O)C 2-{2-chloro-3-[(5-methyl-2-oxo-1,3,4-oxadiazol-3(2H)yl)methyl]-4-methanesulfonylbenzoyl}-1,3-cyclohexanedione